FC(C(=O)C=1C(NC2=C3C(=CC=C2C1)C1=C(S3)C=CC=C1)=O)(F)F 3-(2,2,2-trifluoroethan-1-one-1-yl)-[1]benzothieno[3,2-h]quinolin-2(1H)-one